3-(((E)-(1-(2-thienyl)-β-carbolin-3-yl)methylene)hydrazino)indol-2-one S1C(=CC=C1)C1=NC(=CC=2C3=CC=CC=C3NC12)\C=N\NC=1C(N=C2C=CC=CC12)=O